ClC1=NC(=C2N(C=NC2=N1)S(=O)(=O)N1CCOCC1)Cl 4-((2,6-dichloro-7H-purin-7-yl)sulfonyl)morpholine